C(C)(C)(C)OC(=O)N[C@@H]1[C@@H](OCC12CCN(CC2)C=2N=CC(=NC2)SCCC(=O)OCC(CCCC)CC)C 2-Ethylhexyl 3-((5-((3S,4S)-4-((tert-butoxycarbonyl)amino)-3-methyl-2-oxa-8-azaspiro[4.5]decane-8-yl)pyrazine-2-yl)thio)propanoate